1,3-benzoxazole-6-boronic acid pinacol ester O1C=NC2=C1C=C(C=C2)B2OC(C)(C)C(C)(C)O2